O1CCC(CC1)CN1C[C@@H]2[C@H](C1)CC(C2)CNC=2N=NC(=CC2)C2=C(C=CC(=C2)F)Cl N-[[(3aR,5s,6aS)-2-(tetrahydropyran-4-ylmethyl)-3,3a,4,5,6,6a-hexahydro-1H-cyclopenta[c]pyrrol-5-yl]methyl]-6-(2-chloro-5-fluoro-phenyl)pyridazin-3-amine